5-hexyloxypentylamine C(CCCCC)OCCCCCN